ClC=1C(=NN(C1C)C=1C=C(C(=O)NC=2C=CC=3N(C2)N=C(N3)C)C=CC1)C 3-(4-Chloro-3,5-dimethyl-pyrazol-1-yl)-N-(2-methyl-[1,2,4]triazolo[1,5-a]pyridin-6-yl)benzamide